pyrrolo[2,3-b]pyridine-6-carboxylate N=1C=CC=2C1NC(=CC2)C(=O)[O-]